tert-butyl (3-aminobenzyl)carbamate NC=1C=C(CNC(OC(C)(C)C)=O)C=CC1